((4r,5s,7r,8r,9s,10r)-8,10-dihydroxy-7-(hydroxymethyl)-9-(4-(3,4,5-trifluorophenyl)-1H-1,2,3-triazol-1-yl)-1,6-dioxaspiro[4.5]dec-4-yl)-2-(3-phenoxyphenyl)acetamide O[C@H]1[C@H](O[C@@]2([C@H](CCO2)C(C(=O)N)C2=CC(=CC=C2)OC2=CC=CC=C2)[C@@H]([C@H]1N1N=NC(=C1)C1=CC(=C(C(=C1)F)F)F)O)CO